N[C@@H](CCCO)C=1C=NC=CC1 (S)-4-amino-4-(3-pyridinyl)-1-butanol